FC1=CC=C(C=C1)N1N=CC2=CC(=C(C=C12)C)N1CC2(CC1)CCN(CC2)S(=O)(=O)C=2C=NN(C2)C 2-(1-(4-fluorophenyl)-6-methyl-1H-indazol-5-yl)-8-((1-methyl-1H-pyrazol-4-yl)sulfonyl)-2,8-diazaspiro[4.5]decane